tert-Butyl hydroxyacetate OCC(=O)OC(C)(C)C